N-[(5S)-3-cyano-1'-[7-(2-fluorophenyl)-6-methyl-pyrazolo[1,5-a]pyrazin-4-yl]spiro[5,7-dihydrocyclopenta[b]pyridin-6,4'-piperidin]-5-yl]-2-methyl-propane-2-sulfinamide C(#N)C=1C=C2C(=NC1)CC1(CCN(CC1)C=1C=3N(C(=C(N1)C)C1=C(C=CC=C1)F)N=CC3)[C@@H]2NS(=O)C(C)(C)C